CC=1N=C(SC1N1[C@H]([C@H](CC1)NS(=O)(=O)C)CO[C@@H]1CC[C@@H](CC1)C1=CC=CC=C1)C1=CC=CC=C1 N-((CIS)-1-(4-methyl-2-phenylthiazol-5-yl)-2-((((CIS)-4-phenylcyclohexyl)oxy)methyl)-pyrrolidin-3-yl)methanesulfonamide